2-(2-ethoxyethoxy)ethyl ((((2R,3S,4R,5S)-5-(4-aminopyrrolo[2,1-f][1,2,4]triazin-7-yl)-2-cyano-3,4-dihydroxytetrahydrofuran-2-yl)methoxy)(phenoxy)phosphoryl)-L-alaninate NC1=NC=NN2C1=CC=C2[C@H]2[C@@H]([C@@H]([C@@](O2)(C#N)COP(=O)(OC2=CC=CC=C2)N[C@@H](C)C(=O)OCCOCCOCC)O)O